bromo-6-[1-(1-ethoxyethyl)-1H-pyrazol-4-yl]pyrazolo[1,5-a]pyridine BrC1=NN2C(C=CC(=C2)C=2C=NN(C2)C(C)OCC)=C1